C(C)(C)(C)OC(=O)N1CC2OC2C1 6-oxa-3-azabicyclo[3.1.0]hexane-3-carboxylic acid tert-butyl ester